C12=CNC=3C=CC4(C5(C13)C1=CC=CC=C1C=C4NCC5)C2 6,11b-(epiminoethano)-1,5a-methanonaphtho[1,2-e]indol